COCCCOC1=CC=CC2=C3N(N=C12)C1C(N2C3=CC(C(=C2)C(=O)O)=O)C(CC1)(C)C 12-(3-Methoxypropoxy)-3,3-dimethyl-7-oxo-2,3,3a,14a-tetrahydro-1H,7H-cyclopenta[5,6]pyrido[2',1':3,4]pyrazino[1,2-b]indazole-6-carboxylic acid